OC1=CC=C(C=CC(=O)Cl)C=C1 p-hydroxycinnamoyl chloride